(2S,4R)-1-[(2R)-2-(4-cyclopropyltriazol-1-yl)-3,3-dimethyl-butanoyl]-4-hydroxy-N-[2-(1-tetrahydrofuran-3-yltriazol-4-yl)ethyl]pyrrolidine-2-carboxamide C1(CC1)C=1N=NN(C1)[C@@H](C(=O)N1[C@@H](C[C@H](C1)O)C(=O)NCCC=1N=NN(C1)C1COCC1)C(C)(C)C